(E)-1-(3,4-dimethoxyphenyl)ethane-1-one O-((3-phenylisoxazol-5-yl)methyl) oxime C1(=CC=CC=C1)C1=NOC(=C1)CO\N=C(/C)\C1=CC(=C(C=C1)OC)OC